5-[(tert-butoxycarbonyl)methylamino]thiophene-2-carboxylic acid methyl ester COC(=O)C=1SC(=CC1)NCC(=O)OC(C)(C)C